4-chloro-N1-(3-morpholinopropyl)benzene-1,2-diamine ClC=1C=C(C(=CC1)NCCCN1CCOCC1)N